isobutyl 1-methyl-4,5,6,7-tetrahydro-1H-imidazo[4,5-c]pyridine-2-carboxylate CN1C(=NC=2CNCCC21)C(=O)OCC(C)C